[4-(2-ethoxy-1,1-difluoro-2-oxoethyl)phenyl]acetic Acid C(C)OC(C(F)(F)C1=CC=C(C=C1)CC(=O)O)=O